3-(t-butyl)-4-methoxyphenol C(C)(C)(C)C=1C=C(C=CC1OC)O